SC(CO)CS 2,3-bis(sulfanyl)propan-1-ol